C(C=C)(=O)N1C[C@H]([C@H](C1)C1CC1)NC=1N=C2C(=NC1)NC=C2C(=O)NCCOC 2-{[(3S,4S)-1-acryloyl-4-cyclopropylpyrrolidin-3-yl]amino}-N-(2-methoxyethyl)-5H-pyrrolo[2,3-b]pyrazine-7-carboxamide